6-(3-methoxyazetidin-1-yl)pyridine-2-carboxylate COC1CN(C1)C1=CC=CC(=N1)C(=O)[O-]